(1r,3r)-3-[4-[(2,4-dimethoxyphenyl)methylamino]-3-[4-[[4-(trifluoromethyl)-2-pyridinyl]carbamoyl]phenyl]-pyrazolo[4,3-C]pyridin-1-yl]cyclohexanecarboxylic acid COC1=C(C=CC(=C1)OC)CNC1=NC=CC2=C1C(=NN2[C@H]2C[C@@H](CCC2)C(=O)O)C2=CC=C(C=C2)C(NC2=NC=CC(=C2)C(F)(F)F)=O